tri(tert-butylphenyl) thiophosphate P(=S)(OC1=C(C=CC=C1)C(C)(C)C)(OC1=C(C=CC=C1)C(C)(C)C)OC1=C(C=CC=C1)C(C)(C)C